ClC1=C(N=C(NC1=O)C1=C(N=CS1)C)C1CCOCC1 5-chloro-2-(4-methylthiazol-5-yl)-4-tetrahydropyran-4-yl-1H-pyrimidin-6-one